N1C(CCCC1)C1=C(C=CC=C1)CO (2-(piperidin-2-yl)phenyl)methanol